OC[C@H]1N(CCC1)C(=O)NC1=CC(=C(C=C1)C)C(N[C@H](C)C1=CC=CC2=CC=CC=C12)=O (S)-2-(hydroxymethyl)-N-(4-methyl-3-(((R)-1-(naphthalen-1-yl)ethyl)carbamoyl)phenyl)pyrrolidine-1-carboxamide